2-nitro-1-nitroaniline [N+](=O)([O-])C1C(N)(C=CC=C1)[N+](=O)[O-]